FC(C1=NN=C([Se]1)N1N=CC2=C(C=C(C=C12)S(=O)(=O)NC1(CC1)C)N1CCNCC1)F 1-(5-(difluoromethyl)-1,3,4-selenadiazole-2-yl)-N-(1-methylcyclopropyl)-4-(piperazin-1-yl)-1H-indazole-6-sulfonamide